6-(cyclopropanecarboxamido)-N-(methyl-d3)-4-((7-methyl-6,7-dihydro-5H-benzo[f]tetrazolo[1,5-d][1,4]diazepin-8-yl)amino)nicotinamide C1(CC1)C(=O)NC1=NC=C(C(=O)NC([2H])([2H])[2H])C(=C1)NC1=CC=CC=2C=3N(CCN(C21)C)N=NN3